2-(6'-Bromo-5'-fluoro-1',3'-dioxospiro[cyclopropan-1,4'-isoquinolin]-2'-yl)-N-(5-fluoropyrimidin-2-yl)acetamide BrC=1C(=C2C3(C(N(C(C2=CC1)=O)CC(=O)NC1=NC=C(C=N1)F)=O)CC3)F